(((trichloromethoxy)carbonyl)amino)thiophene-3-carboxylate ClC(OC(=O)NC=1SC=CC1C(=O)[O-])(Cl)Cl